FC1(CCN(CC1)C=1N=C(C=C2C=CC(=NC12)C)N)F 8-(4,4-difluoropiperidin-1-yl)-2-methyl-1,7-naphthyridine-6-amine